Dimethyl (2,4,6-tri-tert-butylphenyl)boronate C(C)(C)(C)C1=C(C(=CC(=C1)C(C)(C)C)C(C)(C)C)B(OC)OC